2-amino-1,1-dideuterio-ethanol NCC(O)([2H])[2H]